6-(6-(2,6-diazaspiro[3.3]heptane-2-yl)pyrazin-2-yl)-2-methoxyquinoline C1N(CC12CNC2)C2=CN=CC(=N2)C=2C=C1C=CC(=NC1=CC2)OC